Fluoroaminothiazine FNC=1NSC=CC1